O=C1N2C(=NN1C1=CC=C(C=C1)C1(CC1)C#N)CC[C@H]2C2=CC=CC=C2 (S)-1-(4-(3-oxo-5-phenyl-6,7-dihydro-3H-pyrrolo[2,1-c][1,2,4]triazol-2(5H)-yl)phenyl)cyclopropane-1-carbonitrile